OC(C=C)C1(CCN(CC1)C(=O)OC(C)(C)C)CC=C tert-Butyl 4-(1-hydroxyprop-2-en-1-yl)-4-(prop-2-en-1-yl)piperidine-1-carboxylate